4,6-dimethoxy-1,3,5-triazin-2-yl β-D-galactopyranosyl-(1→4)-β-D-glucopyranoside [C@@H]1([C@H](O)[C@@H](O)[C@@H](O)[C@H](O1)CO)O[C@H]1[C@@H]([C@H]([C@H](OC2=NC(=NC(=N2)OC)OC)O[C@@H]1CO)O)O